(3R)-3-(4-chlorophenyl)-2-[(3,5-difluoropyridin-2-yl)methyl]-4-fluoro-6-[1-hydroxy-1-(1-methyl-1H-pyrazol-4-yl)ethyl]-3-[(1-hydroxycyclopropyl)methoxy]-2,3-dihydro-1H-isoindol-1-one ClC1=CC=C(C=C1)[C@@]1(N(C(C2=CC(=CC(=C12)F)C(C)(C=1C=NN(C1)C)O)=O)CC1=NC=C(C=C1F)F)OCC1(CC1)O